CC=1C2=C(N(N1)CC=1C=NC(=CC1C)N1CCNCC1)CNC2 3-methyl-1-((4-methyl-6-(piperazin-1-yl)pyridin-3-yl)methyl)-4,6-dihydropyrrolo[3,4-c]pyrazole